ClC1=CC(=C(C=C1)N(C(=O)C=1N=CC=2N(C1)C=CN2)C)F N-(4-chloro-2-fluoro-phenyl)-N-methyl-imidazo[1,2-a]pyrazine-6-carboxamide